(2-chloro-4-((5-fluorobenzofuran-7-yl)oxy)phenyl)(4-Chloro-7H-pyrrolo[2,3-d]pyrimidin-5-yl)methanone ClC1=C(C=CC(=C1)OC1=CC(=CC=2C=COC21)F)C(=O)C2=CNC=1N=CN=C(C12)Cl